[Si](C)(C)(C(C)(C)C)O[C@@H]1CN(CC1)C(CO)CO (S)-2-(3-((tert-butyldimethylsilyl)oxy)pyrrolidin-1-yl)propane-1,3-diol